4-(((3R,4R)-1-(2-cyanoacetyl)-4-methylpiperidin-3-yl)(methyl)amino)-7H-pyrrolo[2,3-d]pyrimidine-7-carboxamide C(#N)CC(=O)N1C[C@@H]([C@@H](CC1)C)N(C=1C2=C(N=CN1)N(C=C2)C(=O)N)C